C(C)(C)(C)OOC(CC(C)(C)C)=O tertiary butylperoxyneohexanoate